methyl ketone diisocyanate [N-]=C=O.[N-]=C=O.CC(=O)C